C(C)(C)(C)OC(=O)N1CCC2(CC1)CC1=C(N=C(S1)Cl)C2=O 2-chloro-4-oxo-4,6-dihydrospiro[cyclopenta[d]thiazole-5,4'-piperidine]-1'-carboxylic acid tert-butyl ester